O1C(=NC2=C1C=CC=C2)NC(CCCCCCNC(C(C(F)(F)F)(O)O)=O)=O N-(benzo[d]oxazol-2-yl)-7-(3,3,3-trifluoro-2,2-dihydroxypropanamido)heptanamide